[Li]CC=CC[Li] 1,4-Dilithio-2-buten